N-(3-chloro-5-(methylsulfonylamino)phenyl)-5-methyl-4-(1-(tetrahydro-2H-pyran-4-yl)-1H-1,2,3-triazol-4-yl)thiophene-2-carboxamide ClC=1C=C(C=C(C1)NS(=O)(=O)C)NC(=O)C=1SC(=C(C1)C=1N=NN(C1)C1CCOCC1)C